FC1CN(C1)C(C(=O)[O-])=CC (3-fluoroazetidin-1-yl)but-2-enoate